FC(C)(F)C=1C=C(C=CC1)C1CCN(CC1)C(CN1N=C(C2=C1CCC2)C(=O)N2C[C@H](O[C@H](C2)C)C)=O 1-{4-[3-(1,1-difluoroethyl)phenyl]piperidin-1-yl}-2-{3-[(2R,6S)-2,6-dimethylmorpholine-4-carbonyl]-5,6-dihydrocyclopenta[c]pyrazol-1(4H)-yl}ethan-1-one